(R)-1-(4-(1-aminoethyl)phenyl)-4-chloro-2,7-dihydroxy-6(5H)-phenanthridinone hydrochloride Cl.N[C@H](C)C1=CC=C(C=C1)C1=C(C=C(C=2NC(C3=C(C=CC=C3C12)O)=O)Cl)O